tert-Butyl N-[4-[[6-[3-fluoro-4-(3,3,3-trifluoropropylsulfonylamino)phenyl]-8-methoxy-pyrido[3,2-d]pyrimidin-2-yl]amino]cyclohexyl]carbamate FC=1C=C(C=CC1NS(=O)(=O)CCC(F)(F)F)C=1C=C(C=2N=C(N=CC2N1)NC1CCC(CC1)NC(OC(C)(C)C)=O)OC